6-((3-ethyl-5,8-difluoro-1,4-dioxo-1,4-dihydronaphthalen-2-yl)methyl)-3-fluoropicolinonitrile C(C)C1=C(C(C2=C(C=CC(=C2C1=O)F)F)=O)CC1=CC=C(C(=N1)C#N)F